methyl 3-(9-((4-(aminomethyl)phenyl)carbamoyl)-4,5-dihydrobenzo[b]thieno[2,3-d]oxepin-8-yl)-6-(bicyclo[2.2.1]heptan-1-ylcarbamoyl)picolinate NCC1=CC=C(C=C1)NC(=O)C1=CC2=C(OCCC3=C2SC=C3)C=C1C=1C(=NC(=CC1)C(NC13CCC(CC1)C3)=O)C(=O)OC